CC1(OC2=CC(=CC(=C2C2=C1C=CC(=C2)C)CC(=O)O)CCC)C.C2(CC2)C2=CC(=C(C(=O)NC1=CC(=NC=C1)OC)C=C2C(F)(F)F)OC2=C(C=C(C=C2)F)OCCO 4-cyclopropyl-2-(4-fluoro-2-(2-hydroxyethoxy)phenoxy)-N-(2-methoxypyridin-4-yl)-5-(trifluoromethyl)benzamide 6,6,9-trimethyl-3-propyl-6H-benzo[c]chromen-1-yl-acetate